(3S,4r,5R)-1-((4-(methoxymethyl)cyclohexyl)methyl)piperidine-3,4,5-triol COCC1CCC(CC1)CN1C[C@@H](C([C@@H](C1)O)O)O